ClC=1C(=NC=CC1)OCC1N(CCC1(C)C)C(=O)OC(C)(C)C tert-butyl 2-{[(3-chloropyridin-2-yl) oxy] methyl}-3,3-dimethylpyrrolidine-1-carboxylate